tert-butyl 7-formyl-6-((4-nitrophenyl) sulfonyl)-2,6-diazaspiro[3.4]octane-2-carboxylate C(=O)C1N(CC2(CN(C2)C(=O)OC(C)(C)C)C1)S(=O)(=O)C1=CC=C(C=C1)[N+](=O)[O-]